7-((2-methylpiperidin-1-yl)methyl)-1H-pyrrolo[3,2-b]pyridine-5-carbonitrile CC1N(CCCC1)CC1=C2C(=NC(=C1)C#N)C=CN2